FC=1C=C(C(=O)N2CCC(CC2)N2CC(C2)(N2C=C(C=C2)C=2C3=C(N=CN2)NC=C3)CC#N)C=CC1F {1-[1-(3,4-difluorobenzoyl)piperidin-4-yl]-3-[3-(7H-pyrrolo[2,3-d]pyrimidin-4-yl)-1H-pyrrol-1-yl]azetidin-3-yl}acetonitrile